CC1=C2C=CC=NC2=CC=C1C(C)O 1-(5-methyl-6-quinolinyl)ethanol